Cl.N[C@@H]1C[C@H](C1)CNC1CC=2C=CC(=CC2CC1)N1C(N=C(C=C1)NC(=O)N1CCNCC1)=O N-(1-(6-((((Trans)-3-Aminocyclobutyl)Methyl)Amino)-5,6,7,8-Tetrahydronaphthalen-2-Yl)-2-Oxo-1,2-Dihydropyrimidin-4-Yl)Piperazine-1-Carboxamide Hydrochloride Salt